FC1=CC=C(OC2CN(CC2)S(=O)(=O)N2[C@H]([C@@H]3CC[C@H](C2)N3C(=O)OCCOC)C(NO)=O)C=C1 2-methoxyethyl (1S,2R,5R)-3-((3-(4-fluoro-phenoxy)-pyrrolidin-1-yl)-sulfonyl)-2-(hydroxy-carbamoyl)-3,8-diazabicyclo-[3.2.1]octane-8-carboxylate